C1S(CC2=C1C=CC=C2)(=O)=O 1,3-dihydrobenzo[c]thiophene 2,2-dioxide